NC=1C(=CC(=C(C1)NC1=NC=C2C(=N1)N(C(N(C2)C2=CC=CC=C2)=O)C)OC)N(C)CCN(C)C 7-((5-amino-4-((2-(dimethylamino)ethyl)(methyl)amino)-2-methoxyphenyl)amino)-1-methyl-3-phenyl-3,4-dihydropyrimido[4,5-d]pyrimidin-2(1H)-one